2-cyclopropyl-6-phenyl-N4-(pyridin-4-yl)-1,3,5-triazine-2,4-diamine C1(CC1)C1(NC(=NC(=N1)NC1=CC=NC=C1)C1=CC=CC=C1)N